ClC1=C(C=CC(=C1)CNCC)N1C=NC(=C1)C1=NC(=NC=C1C(F)(F)F)N[C@H]1[C@@H](CN(CC1)S(=O)(=O)C)F 4-(1-(2-Chloro-4-((ethylamino)methyl)phenyl)-1H-imidazol-4-yl)-N-((3R,4R)-3-fluoro-1-(methylsulfonyl)piperidin-4-yl)-5-(trifluoromethyl)pyrimidin-2-amine